N1C[C@H](CCCC1)N (S)-azepan-3-amine